ethyl (R)-4-(piperidin-3-ylamino)-1H-pyrrolo[2,3-b]pyridine-5-carboxylate N1C[C@@H](CCC1)NC1=C2C(=NC=C1C(=O)OCC)NC=C2